1-methyl-2-((2-ethylhexyl)amino)-propylphosphonic acid di(2-ethylhexyl) ester C(C)C(COP(OCC(CCCC)CC)(=O)C(C(C)NCC(CCCC)CC)C)CCCC